1-(tetrahydro-2H-pyran-2-yl)-1H-pyrazolo[3,4-b]pyridin-5-amine O1C(CCCC1)N1N=CC=2C1=NC=C(C2)N